β-bromoethylbenzene BrCCC1=CC=CC=C1